morpholino(4-(5-(4-(trifluoromethyl)phenyl)imidazo[2,1-b][1,3,4]thiadiazol-2-yl)phenyl)methanone O1CCN(CC1)C(=O)C1=CC=C(C=C1)C1=NN2C(S1)=NC=C2C2=CC=C(C=C2)C(F)(F)F